O1CCC(CC1)C(=O)NC(=O)[C@@H]1CC12CCN(CC2)C(=O)OC(C(F)(F)F)C(F)(F)F |r| Hexafluoropropan-2-yl (±)-1-((tetrahydro-2H-pyran-4-carbonyl)carbamoyl)-6-azaspiro[2.5]octane-6-carboxylate